O1C(C(=CC(=C1)CC(=O)[O-])CC(=O)[O-])CC(=O)[O-] 2H-pyran-2,3,5-triacetate